2-(4,4-difluoro-3-hydroxypiperidin-1-yl)-N-(5-phenoxypyridin-2-yl)propanamide FC1(C(CN(CC1)C(C(=O)NC1=NC=C(C=C1)OC1=CC=CC=C1)C)O)F